COC=1C=C(C=CC1)SC=1C=C2C=NN(C(C2=CC1)=O)CC=1C=NC(=CC1)OC 6-(3-methoxyphenylthio)-2-((6-methoxypyridin-3-yl)methyl)phthalazin-1(2H)-one